OC1=C(C(N(C=C1)C)=O)NC(N[C@@H](CC(=O)OCC)C=1C=NC=C(C1)C1=CC=CC=C1)=O Ethyl (S)-3-(3-(4-Hydroxy-1-methyl-2-oxo-1,2-dihydropyridin-3-yl)ureido)-3-(5-phenylpyridin-3-yl)propanoat